CCCCCCCCCCCCCCCCCCCCCCCCCC normal hexacosane